1,3-bis(4-bromophenyl)-1H-imidazole BrC1=CC=C(C=C1)N1CN(C=C1)C1=CC=C(C=C1)Br